4-[5-(4-bromophenyl)-1-[4-(trifluoromethyl)-3-pyridyl]pyrrol-2-yl]-N-[2-(dimethylamino)ethyl]benzamide hydrochloride Cl.BrC1=CC=C(C=C1)C1=CC=C(N1C=1C=NC=CC1C(F)(F)F)C1=CC=C(C(=O)NCCN(C)C)C=C1